C(CCCCCCCCCCCCCCC)[Te](CCCCCCCCCCCCCCCC)=O Dihexadecyl-tellurium oxide